C(C)(C)(C)ONC1=C(C=NC2=C(C=CC=C12)C#N)C#N 4-(tert-butoxyamino)quinoline-3,8-dicarbonitrile